3-bromo-5-(tertbutyl)benzaldehyde BrC=1C=C(C=O)C=C(C1)C(C)(C)C